5-butylperoxy-2,5-dimethylcyclohexane C(CCC)OOC1(CCC(CC1)C)C